tert-butyl (5-oxopyrrolidin-3-yl)carbamate O=C1CC(CN1)NC(OC(C)(C)C)=O